C1(CCC1)N1C(=NC2=C1C=C(C=C2F)C(C)(C)O)NC(C[C@H](C)C2=CC=CC=C2)=O (S)-N-(1-cyclobutyl-4-fluoro-6-(2-hydroxypropan-2-yl)-1H-benzo[d]imidazol-2-yl)-3-phenylbutanamide